(1R,2R)-1-methyl-2-(pyridin-2-ylmethyl)cyclohexanol C[C@@]1([C@H](CCCC1)CC1=NC=CC=C1)O